2-Methyl-3-hydroxy-4-pyranone CC=1OC=CC(C1O)=O